3-(5-fluoro-4-oxo-3H-quinazolin-2-yl)propionic acid FC1=C2C(NC(=NC2=CC=C1)CCC(=O)O)=O